FC1=NC=C2N1C1=CC(=CC=C1N=C2NCC2=C(C=C(C=C2)OC)OC)C(=O)O fluoro-4-((2,4-dimethoxybenzyl)amino)imidazo[1,5-a]quinoxaline-8-carboxylic acid